Methyl cis-11,14,17-icosatrienoate C(CCCCCCCCC\C=C/CC=CCC=CCC)(=O)OC